1-((3-(1,1-difluoroethyl)pyrazin-2-yl)methyl)-3-((1r,4r)-4-(2-fluoro-6-methylphenyl)cyclohexyl)-7-methyl-1,8-naphthyridin-2(1H)-one FC(C)(F)C=1C(=NC=CN1)CN1C(C(=CC2=CC=C(N=C12)C)C1CCC(CC1)C1=C(C=CC=C1C)F)=O